(E)-N'-methoxy-N'-methyl-N-(2,2-dimethylpropionyl)-but-2-enediamide CON(C(/C=C/C(=O)NC(C(C)(C)C)=O)=O)C